FC(N1N=C(C=C1)C=1C=C(CN2CCC3(CC2)COC2=C4CN(C(C4=CC=C23)=O)[C@@H]2C(NC(CC2)=O)=O)C=CC1)F (S)-3-(1'-(3-(1-(difluoromethyl)-1H-pyrazol-3-yl)benzyl)-6-oxo-6,8-dihydro-2H,7H-spiro[furo[2,3-e]isoindole-3,4'-piperidin]-7-yl)piperidine-2,6-dione